Isoquinolineamine C1(=NC=CC2=CC=CC=C12)N